NC1=C(N(C=N1)C1CC1)C(=O)OCC Ethyl 5-amino-3-cyclopropyl-imidazole-4-carboxylate